N-(3-fluoro-4-((1-isopropyl-2-oxo-2,3-dihydro-1H-imidazo[4,5-b]pyridine-7-yl)oxy)phenyl)-1-phenyl-1H-pyrazole-3-carboxamide FC=1C=C(C=CC1OC1=C2C(=NC=C1)NC(N2C(C)C)=O)NC(=O)C2=NN(C=C2)C2=CC=CC=C2